BrC1=CC=C2C(=CNC2=C1)C=1N=C(SC1)C1=CNC2=C(C=CC=C12)Br 4-(6-bromo-1H-indol-3-yl)-2-(7-bromo-1H-indol-3-yl)thiazole